CC1(OB(OC1(C)C)C1=CC=C(C=C1)C(C)NC1=NC=CC(=C1)C(F)(F)F)C N-(1-(4-(4,4,5,5-tetramethyl-1,3,2-dioxaborolan-2-yl)phenyl)ethyl)-4-(trifluoromethyl)pyridin-2-amine